CC1=CC=CC=C1C(C2=CC=CC=C2)OCCN(C)C.C(C(=O)O)C(CC(=O)O)(C(=O)O)O The molecule is a citrate salt which comprises equimolar amounts of orphenadrine and citric acid. It has a role as a NMDA receptor antagonist, a H1-receptor antagonist, a parasympatholytic, a muscle relaxant and a muscarinic antagonist. It contains an orphenadrine.